O1C(CCCC1)OC=CC=CCCCCCCCCCCCC 1-tetrahydropyranyloxy-hexadecadiene